ClC1=CC=C(C(=O)N(C=O)C(C2=CC=C(C=C2)Cl)=O)C=C1 bis(4-chlorobenzoyl)-carboxamide